6-(2-((S)-2-((3-amino-2-isopropylpyridin-4-yl)oxy)propoxy)-3,6-difluorobenzeneYl)-2-chloro-5-fluoronicotinonitrile NC=1C(=NC=CC1O[C@H](COC1=C(C(=CC=C1F)F)C1=NC(=C(C#N)C=C1F)Cl)C)C(C)C